O1CC(CCC1)C(C)=O 1-tetrahydropyran-3-ylethanone